C(C)(C)(C)C=1C(=C(C=CC1)OP([O-])[O-])C(C)(C)C (di-tert-butylphenyl)phosphite